FC(S(=O)(=O)OC=1N=C2C(=NC1)N(C(=C2C(C)=O)N)C2=C(C(=CC=C2C)OC)C)(F)F [7-acetyl-6-amino-5-(3-methoxy-2,6-dimethyl-phenyl)pyrrolo[2,3-b]pyrazin-2-yl] trifluoromethanesulfonate